CP(=O)(C)C1=C(C=CC(=C1)OC(F)(F)F)NC1=NC(=NC=C1C(F)(F)F)NC1CNCCC1 N4-[2-(dimethylphosphoryl)-4-(trifluoromethoxy)phenyl]-N2-(piperidin-3-yl)-5-(trifluoromethyl)pyrimidin-2,4-diamine